methyl-(4-(cyclohexylamino)-6-((2-(4-methylpiperazin-1-yl)ethyl)amino)-1,3,5-triazin-2-yl)-L-histidine CN([C@@H](CC1=CNC=N1)C(=O)O)C1=NC(=NC(=N1)NC1CCCCC1)NCCN1CCN(CC1)C